[3,5-bis(carbazol-9-yl)phenyl]boronic acid C1=CC=CC=2C3=CC=CC=C3N(C12)C=1C=C(C=C(C1)N1C2=CC=CC=C2C=2C=CC=CC12)B(O)O